N2-(tert-Butoxycarbonyl)-N5-trityl-L-glutamine C(C)(C)(C)OC(=O)N[C@@H](CCC(NC(C1=CC=CC=C1)(C1=CC=CC=C1)C1=CC=CC=C1)=O)C(=O)O